3-(3-acrylamido-4-methylphenyl)-N-(2,4-difluorobenzyl)-2-(4-(4-methylpiperazin-1-yl)phenyl)-1H-pyrrolo[2,3-b]pyridine-5-carboxamide C(C=C)(=O)NC=1C=C(C=CC1C)C1=C(NC2=NC=C(C=C21)C(=O)NCC2=C(C=C(C=C2)F)F)C2=CC=C(C=C2)N2CCN(CC2)C